BrC=1C(C(=C(NC1)[C@@H]1O[C@]([C@H]([C@H]1C1=C(C(=C(C=C1)F)F)OC)C)(C(F)(F)F)C)C(=O)OCC)=O ethyl 5-bromo-2-((2R,3S,4S,5R)-3-(3,4-difluoro-2-methoxyphenyl)-4,5-dimethyl-5-(trifluoromethyl)tetrahydrofuran-2-yl)-4-oxo-1,4-dihydropyridine-3-carboxylate